(5S)-1'-[7-(3-fluoro-2-methyl-4-pyridyl)-6-methyl-pyrazolo[1,5-a]pyrazin-4-yl]-3-methyl-spiro[5,7-dihydrocyclopenta[c]pyridine-6,4'-piperidine]-5-amine FC=1C(=NC=CC1C1=C(N=C(C=2N1N=CC2)N2CCC1(CC2)[C@@H](C2=C(C=NC(=C2)C)C1)N)C)C